C1(CC1)C1=C(C(=NO1)C1=C(C=NC=C1Cl)Cl)COC12CCC(CC1)(CC2)/C=C/C=2C=C1C(=CC=NC1=CC2)OCC (E)-6-(2-(4-((5-Cyclopropyl-3-(3,5-dichloropyridin-4-yl)isoxazol-4-yl)methoxy)bicyclo[2.2.2]octan-1-yl)vinyl)-4-ethoxychinolin